N-palmitoyl-D-leucine tert-butyl-4-((5-(tert-butyl)-1,2,4-oxadiazole-3-carboxamido)methyl)-3,3-difluoropiperidine-1-carboxylate C(C)(C)(C)C1N(CCC(C1(F)F)CNC(=O)C1=NOC(=N1)C(C)(C)C)C(=O)O.C(CCCCCCCCCCCCCCC)(=O)N[C@H](CC(C)C)C(=O)O